NCCOCCOCCNC(CC1C=2N(C3=C(C(=N1)C1=CC=C(C=C1)Cl)C(=C(S3)C)C)C(=NN2)C)=O N-(2-(2-(2-aminoethoxy)ethoxy)ethyl)-2-(4-(4-chlorophenyl)-2,3,9-trimethyl-6H-thieno[3,2-f][1,2,4]triazolo[4,3-a][1,4]diazepin-6-yl)acetamide